C12(CC(C1)C2)NC(=O)C=2C=NC(=C(C2)C2=CC(=CC(=C2)F)F)C N-{bicyclo[1.1.1]pentan-1-yl}-5-(3,5-difluorophenyl)-6-methylpyridine-3-carboxamide